3-(7-(3-amino-2-cyano-4-fluoro-5-methylphenyl)-2,6,8-trifluoroquinazolin-4-yl)-3,8-diazabicyclo[3.2.1]Octane-8-carboxylic acid tert-butyl ester C(C)(C)(C)OC(=O)N1C2CN(CC1CC2)C2=NC(=NC1=C(C(=C(C=C21)F)C2=C(C(=C(C(=C2)C)F)N)C#N)F)F